1-(((2,6-diisopropylphenoxy)carbonyl)oxy)-N-((((2,6-diisopropylphenoxy)carbonyl)oxy)methyl)-N,N-dimethylmethanaminium iodide [I-].C(C)(C)C1=C(OC(=O)OC[N+](C)(C)COC(=O)OC2=C(C=CC=C2C(C)C)C(C)C)C(=CC=C1)C(C)C